ClC1=CC2=C(N=N1)C=CN2 3-chloro-5H-pyrrolo[3,2-c]pyridazine